(4R,5S)-4-methyl-5-phenyl-3-propionyl-oxazolidinone C[C@H]1N(C(O[C@H]1C1=CC=CC=C1)=O)C(CC)=O